methyl {3-[4-methoxycarbonyl-4-(N-phenylpropionylamino) piperidinyl] propionate} COC(=O)C1(CCN(CC1)CCC(=O)OC)NC(CCC1=CC=CC=C1)=O